FC=1C=C(C=CC1OC1=C2C(=NC=C1)NN=C2N[C@@H](CO)C)NC(=O)C=2C(N(C=CC2C)C2=CC=C(C=C2)F)=O (R)-N-(3-fluoro-4-((3-((1-hydroxypropan-2-yl)amino)-1H-pyrazolo[3,4-b]pyridin-4-yl)oxy)phenyl)-1-(4-fluorophenyl)-4-methyl-2-oxo-1,2-dihydropyridine-3-carboxamide